C(C1=CC=CC=C1)OC1=C(C(=C2C=CC(=CC2=C1)NC(CCl)=O)F)N1S(NC(C1)=O)(=O)=O N-[7-benzyloxy-5-fluoro-6-(1,1,4-trioxo-1,2,5-thiadiazolidin-2-yl)-2-naphthyl]-2-chloro-acetamide